3-chloroimidazo[1,2-a]pyridine-7-sulfonyl chloride ClC1=CN=C2N1C=CC(=C2)S(=O)(=O)Cl